3,5-difluorophenyl-dihydrogenphosphat FC=1C=C(C=C(C1)F)OP(=O)(O)O